(4-(5-(2-methyl-[1,1'-biphenyl]-3-yl)-1,3,4-oxadiazol-2-yl)benzyl)aminopropanol CC1=C(C=CC=C1C1=NN=C(O1)C1=CC=C(CNC(CC)O)C=C1)C1=CC=CC=C1